N,N-bis(2-hydroxyethyl)-9,12-octadecadienamide OCCN(C(CCCCCCCC=CCC=CCCCCC)=O)CCO